NC=1C(=NC(=C(N1)C(=O)NCCNC(=O)OC(C)(C)C)N)C(=O)NCCNC(=O)OC(C)(C)C 3,6-diamino-N2,N5-bis[2-(tert-butoxycarbonyl)aminoethyl]pyrazine-2,5-dicarboxamide